C(C)OC(=O)C=1C(=NN(C1)CCCC(C)=O)COC(C)(C)C (tert-butoxymethyl)-1-(4-oxopentyl)-1H-pyrazole-4-carboxylic acid ethyl ester